2-(6-(((1R,4R,5R,6R)-6-fluoro-2-methyl-2-azabicyclo[2.2.1]heptan-5-yl)oxy)pyridazin-3-yl)-5-(1H-imidazol-1-yl)phenol F[C@H]1[C@@H]([C@H]2CN([C@@H]1C2)C)OC2=CC=C(N=N2)C2=C(C=C(C=C2)N2C=NC=C2)O